(E)-1-(4-(3-(4-methoxy-3,5-dimethylphenyl)acryloyl)phenyl)-3-(p-tolyl)urea COC1=C(C=C(C=C1C)/C=C/C(=O)C1=CC=C(C=C1)NC(=O)NC1=CC=C(C=C1)C)C